5-((methoxycarbonyl)amino)pyridine COC(=O)NC=1C=CC=NC1